C(CC)N1CCC[C@@H]2CC3=C(C[C@@H]12)CCCC3=O 1-Propyl-trans-2,3,4,4a,5,7,8,9,10,10a-decahydro-1H-benzo[g]quinoline-6-one